C1CCN2C=3C(=C(C=CC13)O)CCC2 2,3,6,7-tetrahydro-1H,5H-pyrido[3,2,1-ij]quinolin-8-ol